(3S,4S)-8-(6-((2-amino-5-chloropyridin-4-yl)thio)pyrido[2,3-b]pyrazin-2-yl)-3-methyl-2-oxa-8-azaspiro[4.5]decan-4-amine NC1=NC=C(C(=C1)SC=1C=CC=2C(=NC=C(N2)N2CCC3([C@@H]([C@@H](OC3)C)N)CC2)N1)Cl